10-Methoxy-6-phenyl-11H-dibenzo[b,e]azepine COC1=CC=CC2=C1CC1=C(N=C2C2=CC=CC=C2)C=CC=C1